4-(7-bromo-2-hydroxynaphthalen-1-yl)-3-(5-methylpyridin-2-yl)-1H-isochromen-1-one BrC1=CC=C2C=CC(=C(C2=C1)C1=C(OC(C2=CC=CC=C12)=O)C1=NC=C(C=C1)C)O